(R)-4-hydroxy-8-(5-methyl-1H-pyrazol-4-yl)-4-(trifluoromethyl)-1,3,4,5-tetrahydro-6H-pyrano[4,3-b]thieno[3,2-d]pyridin-6-one O[C@]1(COCC2=C1NC(C1=C2C=C(S1)C=1C=NNC1C)=O)C(F)(F)F